N=1SN=C2C1C=CC(=C2)C2=CC=C1C(C(COC1=C2)(C)C)NC(O[C@@H]2CN1CCC2CC1)=O (S)-quinuclidin-3-yl (7-(benzo[c][1,2,5]thiadiazol-5-yl)-3,3-dimethylchroman-4-yl)carbamate